ClC1=C(C=CC(=C1)C(F)(F)F)NC(CN1C=2N(C(C(=C1CC)N1CCNCC1)=O)N=C(N2)NC2=CC=CC=C2)=O N-(2-Chloro-4-(trifluoromethyl)phenyl)-2-(5-ethyl-7-oxo-2-(phenylamino)-6-(piperazin-1-yl)-[1,2,4]triazolo[1,5-a]pyrimidin-4(7H)-yl)acetamide